4-methyl-N-((S)-4-methyl-1-oxo-1-(((S)-3-oxo-1-((S)-2-oxopyrrolidin-3-yl)-4-(trifluoromethoxy)butan-2-yl)amino)pentan-2-yl)-2-oxabicyclo[2.1.1]hexane-1-carboxamide CC12COC(C1)(C2)C(=O)N[C@H](C(N[C@@H](C[C@H]2C(NCC2)=O)C(COC(F)(F)F)=O)=O)CC(C)C